2,4,6-tris(2-hydroxy-3-methyl-4-hexyloxyPhenyl)-1,3,5-triazine OC1=C(C=CC(=C1C)OCCCCCC)C1=NC(=NC(=N1)C1=C(C(=C(C=C1)OCCCCCC)C)O)C1=C(C(=C(C=C1)OCCCCCC)C)O